N-(2-Fluoro-4-((1S,2S)-2-(pyridin-3-yl)cyclopropane-1-carboxamido-3,3-d2)benzyl)-4-(4-(3-((5-nitropyridin-2-yl)disulfaneyl)propanoyl)piperazin-1-yl)benzamide FC1=C(CNC(C2=CC=C(C=C2)N2CCN(CC2)C(CCSSC2=NC=C(C=C2)[N+](=O)[O-])=O)=O)C=CC(=C1)NC(=O)[C@@H]1[C@H](C1([2H])[2H])C=1C=NC=CC1